C1=CC2=C3C(=C1)C=CC4=C(C=CC(=C43)C=C2)C=[N+]=[N-] 1-Pyrenyldiazomethane